C(C)(C)(C)OC(=O)N1CC2(CCCC2)C(CC1)(CN1C=NC=CC1=O)O 10-hydroxy-10-((6-oxopyrimidin-1(6H)-yl)methyl)-7-azaspiro[4.5]Decane-7-carboxylic acid tert-butyl ester